N-((6-methoxy-3,3-dimethyl-2,3-dihydrofuro[3,2-b]pyridin-7-yl)sulfonyl)-5-(pyridin-2-yl)quinoline-2-carboxamide COC=1C(=C2C(=NC1)C(CO2)(C)C)S(=O)(=O)NC(=O)C2=NC1=CC=CC(=C1C=C2)C2=NC=CC=C2